C(C)(C)(C)OC(=O)N1CCN(CC1)CC1CC(C1)C1=CC=C(C=C1)B(O)O (4-(3-((4-(tert-butoxycarbonyl)piperazin-1-yl)methyl)cyclobutyl)phenyl)boronic acid